NC1=NC=2C=C(C(=CC2C2=C1C=NN2C)C(=O)N(CC2=NC=C(C=C2)C(F)(F)F)CC(F)(F)F)F 4-amino-7-fluoro-1-methyl-N-(2,2,2-trifluoroethyl)-N-((5-(trifluoromethyl)-2-pyridinyl)methyl)-1H-pyrazolo[4,3-c]quinoline-8-carboxamide